3-[(2,6-difluorobenzyl)sulfanyl]-5-propyl-[1,2,4]triazolo[4,3-a]pyrimidin-7(8H)-one FC1=C(CSC2=NN=C3N2C(=CC(N3)=O)CCC)C(=CC=C1)F